1-(1-piperidin-yl-ethyl)-piperazine N1(CCCCC1)C(C)N1CCNCC1